O=C1NC(CC[C@@H]1N1C(C2=CC=C(C=C2C1)NC(=O)C1=CC=C(C=N1)OC1CC(C1)NC(OC(C)(C)C)=O)=O)=O tert-butyl ((1s,3s)-3-((6-((2-(2,6-dioxopiperidin-3-yl)-1-oxoisoindolin-5-yl)carbamoyl)pyridin-3-yl)oxy)cyclobutyl)carbamate